CN1C2=C(C=CC1=O)N(C=C2C2=CC(=CC(=C2)OC2=CC=C(C=C2)C(F)(F)F)C)CCC#N 3-(4-methyl-3-{3-methyl-5-[4-(trifluoromethyl)phenoxy]phenyl}-5-oxo-1H,4H,5H-pyrrolo[3,2-b]pyridin-1-yl)propanenitrile